C(C)O[Si](CC)(C)C ethoxydimethyl-ethyl-silane